5-(((1R,2S)-2-(Dimethylamino)cyclohexyl)(methyl)amino)-2-(2,6-dioxopiperidin-3-yl)isoindolin-1,3-dion CN([C@@H]1[C@@H](CCCC1)N(C=1C=C2C(N(C(C2=CC1)=O)C1C(NC(CC1)=O)=O)=O)C)C